COC1=CC(=C2C(=C1)OC3=C(C2=O)[C@H](CC[C@H]3O)O[C@H]4[C@@H]([C@H]([C@@H]([C@H](O4)CO)O)O)O)O The molecule is a xanthone glycoside that is the 1,2,3,4-tetrahydro derivaive of swertianolin (the S,4R-stereoisomer). It is isolated from Swertia japonica and shows hepatoprotective properties. It has a role as a hepatoprotective agent and a plant metabolite. It is a beta-D-glucoside, a monosaccharide derivative, an aromatic ether and a xanthone glycoside. It derives from a swertianolin.